NCC1=CC=C(C=C1)C1=CC(=C(C=C1)OCC)S(=O)(=O)N1CCC2(C[C@H](CO2)NC[C@@H](COC=2C=C(C=CC2)S(=O)(=O)N)O)CC1 3-((S)-3-((R)-8-(4'-(aminomethyl)-4-ethoxybiphenyl-3-ylsulfonyl)-1-oxa-8-azaspiro[4.5]decan-3-ylamino)-2-hydroxypropoxy)benzenesulfonamide